NC1CCN(CC1)C1=C(C=C(C=C1)C1=CC(=CC(=C1)C)C(=O)N[C@@H](C=1NC2=CC=CC=C2C1)C1=C(C=CC(=C1)F)O)F (R)-4'-(4-aminopiperidine-1-yl)-3'-fluoro-N-((5-fluoro-2-hydroxyphenyl)(1H-indole-2-yl)methyl)-5-methyl-[1,1'-biphenyl]-3-carboxamide